C1(=CC=CC=C1)C1=NC=2N(C(=C1)C1=CC=CC=C1)N=C(C2)C(=O)NCCCNC(OC(C)(C)C)=O tert-Butyl (3-(5,7-diphenylpyrazolo[1,5-a]pyrimidine-2-carboxamido)propyl)carbamate